C(=O)(O)CC1=CN(C2=CC=CC=C12)CCCC(=O)O 4-(3-(carboxymethyl)-1H-indol-1-yl)butyric acid